C(C(=C)C)(=O)CC(CN(C1=CC=C(C=C1)C)CC(CC(C(=C)C)=O)O)O N,N-Bis(3-methacryloyl-2-hydroxypropyl)-p-toluidin